C(C)(C)(C)N1N=NC(=C1)C(=O)NCC1=C(C(=C(C=C1)C=1C=2N(C=C(N1)C=1C=NN(C1)C)N=CC2)F)F 1-(tert-butyl)-N-(2,3-difluoro-4-(6-(1-methyl-1H-pyrazol-4-yl)pyrazolo[1,5-a]pyrazin-4-yl)benzyl)-1H-1,2,3-triazole-4-carboxamide